N=1C=NN2C1C=C(C=C2)OC2=C(C=C(C=C2)NC2=NC=NC1=CC(=C(C=C21)NC(C=C)=O)C#CC21CN(CC1C2)C)C N-(4-((4-([1,2,4]triazolo[1,5-a]pyridin-7-yloxy)-3-methylphenyl)amino)-7-((3-methyl-3-azabicyclo[3.1.0]hexan-1-yl)ethynyl)quinazolin-6-yl)acrylamide